5-bromo-2,6-dichloro-7-(tetrahydro-2H-pyran-4-yl)-7H-pyrrolo[2,3-d]pyrimidine BrC1=C(N(C=2N=C(N=CC21)Cl)C2CCOCC2)Cl